CC1(CCN(CC1)C1=NC=C(C=N1)N)C 2-(4,4-dimethylpiperidin-1-yl)pyrimidin-5-amine